C(C)N1N=C(C2=C(C1=O)C=CN=C2)C(=O)OC methyl 2-ethyl-1-oxo-pyrido[3,4-d]pyridazine-4-carboxylate